2,2-bis(2-oxolanyl)propane O1C(CCC1)C(C)(C)C1OCCC1